O1C(C=C2C1=CC=CO2)=O Furanopyranone